4-Bromo-N-(3-fluoro-1H-indol-6-yl)-7-(trifluoromethyl)quinolin-2-amine BrC1=CC(=NC2=CC(=CC=C12)C(F)(F)F)NC1=CC=C2C(=CNC2=C1)F